N,N-dimethyl-propenyl-amine CN(C)C=CC